methyl 4-fluoro-9-(4,4,5,5-tetramethyl-1,3,2-dioxaborolan-2-yl)-6,7-dihydro-5H-benzo[7]annulene-3-carboxylate FC1=C(C=CC=2C(=CCCCC21)B2OC(C(O2)(C)C)(C)C)C(=O)OC